4-[(3-bromo-2-methoxyphenyl)amino]-6-chloro-N-methylpyridazine-3-carboxamide BrC=1C(=C(C=CC1)NC1=C(N=NC(=C1)Cl)C(=O)NC)OC